C(C=C)(=O)NCCNC(=O)C1=C(C=C(C=C1)B(O)O)F 4-(2-acrylamidoethyl-carbamoyl)-3-fluorophenylboronic acid